S(=O)(=O)(O)C1C(=O)N(C(C1)=O)O sulfo-(N-hydroxysuccinimide)